C1(C=CC(N1C1=C(C=CC2=CC=CC=C12)N1C(C=CC1=O)=O)=O)=O 1,2-bismaleimidylnaphthalene